tert-butyl-N-tert-butoxycarbonyl-N-((trans-3-(3-cyclopropyl-4-iodo-pyrazol-1-yl)cyclobutyl)methyl)carbamate C(C)(C)(C)OC(N(C[C@@H]1C[C@H](C1)N1N=C(C(=C1)I)C1CC1)C(=O)OC(C)(C)C)=O